F[C@H]1[C@@H]2CC[C@H](C[C@H]1N(C)C1=NC=C(N=C1)C=1C=C3C=CC(=NC3=CC1OCOC)OCF)N2C(=O)[O-] (1s,2r,3r,5r)-2-fluoro-3-([5-[2-(fluoromethoxy)-7-(methoxymethoxy) quinolin-6-yl] pyrazin-2-yl] (methyl) amino)-8-azabicyclo[3.2.1]octane-8-carboxylate